5-(Hydroxymethyl)-1-methylpiperidin-2-one OCC1CCC(N(C1)C)=O